NC1=NC(=CC(=N1)SSC1=NC(=NC(=C1)C)N)C bis(2-amino-6-methylpyrimidinyl) disulfide